DL-2-methyl-Malic Acid CC(C(=O)O)(O)CC(=O)O